3-(1-oxo-5-(6-(((1-phenylethyl)amino)methyl)imidazo[1,2-a]pyridin-8-yl)isoindolin-2-yl)piperidine-2,6-dione O=C1N(CC2=CC(=CC=C12)C=1C=2N(C=C(C1)CNC(C)C1=CC=CC=C1)C=CN2)C2C(NC(CC2)=O)=O